ClC1=C2CCN(C(C2=CC(=C1O)Cl)C1=CC(=C(C=C1)[N+](=O)[O-])C)C 5,7-dichloro-2-methyl-1-(3-methyl-4-nitrophenyl)-1,2,3,4-tetrahydroisoquinolin-6-ol